ClC1=NC=2CCN(C(C2C=C1)=O)C[C@@H](CN1CC2=CC=CC=C2CC1)O 2-Chloro-6-[(2R)-3-(3,4-dihydro-1H-isochinolin-2-yl)-2-hydroxy-propyl]-7,8-dihydro-1,6-naphthyridin-5-on